FC1=C(C=CC=C1)C1=CN=C(N1)[C@H](C)NC([C@H](CC(N1[C@H](CCC1)C1=CC=CC=C1)=O)NC(OC(C)(C)C)=O)=O tert-Butyl ((S)-1-(((S)-1-(5-(2-Fluorophenyl)-1H-imidazol-2-yl)ethyl)amino)-1,4-dioxo-4-((R)-2-phenylpyrrolidin-1-yl)butan-2-yl)carbamate